4-((2-methoxy-3-(5-methyl-1,3,4-oxadiazol-2-yl)phenyl)amino)-N-methylpyrimidine-5-carboxamide COC1=C(C=CC=C1C=1OC(=NN1)C)NC1=NC=NC=C1C(=O)NC